tert-butyl 3-(1-piperazinyl)-1-azetidine-carboxylate N1(CCNCC1)C1CN(C1)C(=O)OC(C)(C)C